BrC(CC)C=1C(=NNC1)C(=O)OCC Ethyl 1-bromopropylpyrazole-3-carboxylate